(1S,2S)-ethyl 2-(1-((tert-butyldiphenylsilyl)oxy)but-3-en-1-yl)cyclopropanecarboxylate [Si](C1=CC=CC=C1)(C1=CC=CC=C1)(C(C)(C)C)OC(CC=C)[C@@H]1[C@H](C1)C(=O)OCC